NC1=NC(=C2N=CN(C2=N1)[C@H]1[C@]([C@@H]([C@H](O1)COP(=O)(OC1=CC=CC=C1)N[C@@H](C)C(=O)OC(C)C)O)(CO)F)NC1CC1 isopropyl ((((2R,3R,4R,5R)-5-(2-amino-6-(cyclopropylamino)-9H-purin-9-yl)-4-fluoro-3-hydroxy-4-(hydroxymethyl) tetrahydrofuran-2-yl) methoxy) (phenoxy) phosphoryl)-L-alaninate